C(C)OC(\C=C\CP(=O)(OCC)OCC)=O (E)-4-diethoxyphosphorylbut-2-enoic acid ethyl ester